octahydro-2H-pyrrolo[3,4-c]pyridine C1NCC2CNCCC21